C1(CC1)/C=C/C=1C=CC(=C(OCC(=O)OC)C1)C methyl 2-[5-[(E)-2-cyclopropylvinyl]-2-methyl-phenoxy]acetate